S(=O)(=O)([O-])[O-].[Ti+4].S(=O)(=O)([O-])[O-] Titanium(IV) sulfate